trans-4-hydroxy-N-((trans-4-(4-methoxy-3-methylphenyl)cyclohexyl)methyl)-N-(3-(thiazol-2-ylethynyl)phenyl)cyclohexanecarboxamide tert-butyl-((1r,4r)-4-(aminomethyl)cyclohexyl)carbamate C(C)(C)(C)N(C(O)=O)C1CCC(CC1)CN.O[C@@H]1CC[C@H](CC1)C(=O)N(C1=CC(=CC=C1)C#CC=1SC=CN1)C[C@@H]1CC[C@H](CC1)C1=CC(=C(C=C1)OC)C